ClC=1N=CN(C1)C1=C(C=C(C=C1)NC1=NN2C(N(CCC2)C2=CC(=C(C=C2)F)F)=N1)F N-[4-(4-Chloroimidazol-1-yl)-3-fluoro-phenyl]-4-(3,4-difluorophenyl)-6,7-dihydro-5H-[1,2,4]triazolo[1,5-a]pyrimidin-2-amine